BrC=1C=C2C(C(=O)OC2=O)=CC1Br 4,5-dibromophthalic anhydride